3-(4-bromophenyl)azetidine-3-carbonitrile hydrochloride Cl.BrC1=CC=C(C=C1)C1(CNC1)C#N